N-[(6-Amino-2-pyridyl)sulfonyl]-5-[4-[1-(hydroxymethyl)cyclopropyl]phenyl]-2-(2,2,4-trimethylpyrrolidin-1-yl)pyridin-3-carboxamid NC1=CC=CC(=N1)S(=O)(=O)NC(=O)C=1C(=NC=C(C1)C1=CC=C(C=C1)C1(CC1)CO)N1C(CC(C1)C)(C)C